N1(CCC1)CC1(C(C1)(F)F)N 1-(azetidin-1-ylmethyl)-2,2-difluorocyclopropan-1-amine